C1NCC12CC(C2)C(=O)OC(C)(C)C tert-butyl 2-azaspiro[3.3]heptane-6-carboxylate